C1(CCC1)C1=CC=C2C(NS(C3=CC=CC(N[C@H](CC[C@H]4CC(N(C2=N1)C4)(C)C)C4=NC=CC=C4)=N3)(=O)=O)=O (14S,17R)-8-cyclobutyl-12,12-dimethyl-17-(pyridin-2-yl)-2λ6-thia-3,9,11,18,23-pentaazatetracyclo[17.3.1.111,14.05,10]tetracosa-1(22),5,7,9,19(23),20-hexaene-2,2,4-trione